OCCN1CC(C1)N1C=C(C(C2=CC=CC=C12)=O)C(=O)O 1-[1-(2-hydroxyethyl)azetidin-3-yl]-4-oxo-1,4-dihydroquinoline-3-carboxylic acid